N-(5-bromo-3-fluoro-2-pyridinyl)-4-methyl-benzenesulfonamide BrC=1C=C(C(=NC1)NS(=O)(=O)C1=CC=C(C=C1)C)F